CC1=C(/C=C/C2=NC3=CC=CC=C3C=C2)C=CC=C1 (E)-2-(2-methyl-styryl)quinoline